[1-(azetidin-3-yl)-1H-pyrazol-4-yl]methanol hydrochloride Cl.N1CC(C1)N1N=CC(=C1)CO